4-(4-{[5-(4-Fluoro-phenyl)-2-methylsulfonyl-oxazole-4-carbonyl]-amino}-phenoxy)-pyridine-2-carboxylic acid FC1=CC=C(C=C1)C1=C(N=C(O1)S(=O)(=O)C)C(=O)NC1=CC=C(OC2=CC(=NC=C2)C(=O)O)C=C1